(bicyclo[2.2.1]hept-5-en-2-yl-methyl)-N-ethylethanamine C12C(CC(C=C1)C2)CC(C)NCC